OC1(C(C(=O)C2=CC=C(C=C2)OCCO)C=CC=C1)C 2-hydroxy-4'-hydroxyethoxy-2-methylbenzophenone